CC12CC3(CC(C(C(C1C)C3)C)C2)N 3,4,6-trimethyladamantan-1-amine